FC1=C(CNC(CN2N=NN=C2C(CCCCB2OC(C(O2)(C)C)(C)C)NC(C2=CC=CC=C2)(C2=CC=CC=C2)C2=CC=CC=C2)=O)C=CC(=C1)F N-(2,4-difluorobenzyl)-2-(5-(5-(4,4,5,5-tetramethyl-1,3,2-dioxaborolan-2-yl)-1-(tritylamino)pentyl)-1H-tetrazol-1-yl)acetamide